4-cyclopropyl-3-(oxolan-3-yl)-N-[2-(trifluoromethyl)pyridin-4-yl]-1,2-thiazole-5-carboxamide C1(CC1)C=1C(=NSC1C(=O)NC1=CC(=NC=C1)C(F)(F)F)C1COCC1